2-bromo-4,5-dimethoxyphenylacetic acid BrC1=C(C=C(C(=C1)OC)OC)CC(=O)O